C(CCCCCCCC(=O)OCCCCCCCCC)(=O)OCCCCCCCCC dinonyl nonanedioate